CC(C)(C(C)C)NCCCCCCCCN N-(2,3-dimethylbutan-2-yl)octane-1,8-diamine